2,2'-(phenylazanediyl)bis(4-(tert-butyl)-N-(quinolin-8-yl)benzamide) C1(=CC=CC=C1)N(C1=C(C(=O)NC=2C=CC=C3C=CC=NC23)C=CC(=C1)C(C)(C)C)C1=C(C(=O)NC=2C=CC=C3C=CC=NC23)C=CC(=C1)C(C)(C)C